(R)-(3-cyclopropyl-1-methyl-1H-1,2,4-triazol-5-yl)(4-(4-(trifluoromethyl)pyrazolo[1,5-a]pyridin-2-yl)-6,7-dihydro-1H-imidazo[4,5-c]pyridin-5(4H)-yl)methanone C1(CC1)C1=NN(C(=N1)C(=O)N1[C@H](C2=C(CC1)NC=N2)C2=NN1C(C(=CC=C1)C(F)(F)F)=C2)C